OC[C@@H](C)OC1=NC=C(C=N1)NC(O)=O (2-(((R)-1-hydroxyprop-2-yl)oxy)pyrimidin-5-yl)carbamic acid